2-((1H-pyrrolo[2,3-b]pyridin-5-yl)oxy)-N-((3-nitro-4-(((tetrahydro-2H-pyran-4-yl)methyl)amino)phenyl)sulfonyl)-4-(4-oxocyclohexyl)benzamide N1C=CC=2C1=NC=C(C2)OC2=C(C(=O)NS(=O)(=O)C1=CC(=C(C=C1)NCC1CCOCC1)[N+](=O)[O-])C=CC(=C2)C2CCC(CC2)=O